1-(((2S,3R)-4-acetoxy-2-ethyl-3-((1-methyl-1H-imidazol-5-yl)methyl)butanoyl)oxy)ethyl 2-((4-bromo-1H-benzo[d]imidazol-5-yl)amino)-4,5-dihydro-1H-imidazole-1-carboxylate BrC1=C(C=CC=2NC=NC21)NC=2N(CCN2)C(=O)OC(C)OC([C@H]([C@H](COC(C)=O)CC2=CN=CN2C)CC)=O